FC1CN(C1)C(CN1C(N(C2=NC=C(C=C21)C=2C=C(C=CC2)C)C)=O)=O 1-[2-(3-fluoroazetidin-1-yl)-2-oxo-ethyl]-3-methyl-6-(m-tolyl)imidazo[4,5-b]pyridin-2-one